FC=1C(=CC=2C3=C(NC(C2C1)=O)COC[C@H]3N(C(=O)C3=CC1=NC(=CC=C1N3)C(F)(F)F)C)F (S)-N-(8,9-difluoro-6-oxo-1,4,5,6-tetrahydro-2H-pyrano[3,4-c]isoquinolin-1-yl)-N-methyl-5-(trifluoromethyl)-1H-pyrrolo[3,2-b]pyridine-2-carboxamide